2-chloro-4-methylsulfonyl-1-nitro-benzene ClC1=C(C=CC(=C1)S(=O)(=O)C)[N+](=O)[O-]